ICCCC1=C(N=C(S1)N1CCCC2=C1N=NC(=C2C)\N=C\2/SC1=C(N2COCC[Si](C)(C)C)C=CC=C1)C(=O)OC methyl 5-(3-iodopropyl)-2-[4-methyl-3-[(Z)-[3-(2-trimethylsilylethoxymethyl)-1,3-benzothiazol-2-ylidene]amino]-6,7-dihydro-5H-pyrido[2,3-c]pyridazin-8-yl]thiazole-4-carboxylate